4-bromo-1-(3-(trifluoromethyl)benzyl)-1H-pyrazole BrC=1C=NN(C1)CC1=CC(=CC=C1)C(F)(F)F